C(C)C1CC(C2=CC=C(C=C2C1)OC)NC(=O)C=1C(NC(=CC1)C(F)(F)F)=O N-(3-ethyl-6-methoxy-1,2,3,4-tetrahydronaphthalen-1-yl)-2-oxo-6-(trifluoromethyl)-1,2-dihydropyridine-3-carboxamide